3-chloro-N-methoxy-N-methylisothiazole-4-carboxamide ClC1=NSC=C1C(=O)N(C)OC